COC1=CC=NC=C1 4-Methoxypyridine